N[C@H]1CN(C[C@@H](C1)F)C(=O)C=1C=CC=2N(C1)N=C(C2C)C=2N(C1=C(C=CC=C1C2)C2CCN(CC2)C(CO)=O)CC2CC2 1-(4-(2-(6-((3R,5R)-3-amino-5-fluoropiperidine-1-carbonyl)-3-methylpyrazolo[1,5-a]pyridin-2-yl)-1-(cyclopropylmethyl)-1H-indol-7-yl)piperidin-1-yl)-2-hydroxyethan-1-one